N-(4-(benzylamino)-4-oxobut-1-en-2-yl)-N,N-dimethyldodecan-1-aminium chloride [Cl-].C(C1=CC=CC=C1)NC(CC(=C)[N+](CCCCCCCCCCCC)(C)C)=O